(8S,11S)-13-methyl-7,10,13,18,19,21,26-heptazapentacyclo[15.6.1.12,6.18,11.020,24]hexacosa-1(23),2(26),3,5,17,20(24),21-heptaen-12-one CN1C([C@H]2NC[C@@H](NC3=CC=CC(C4=CC=NC=5NN=C(CCC1)C45)=N3)C2)=O